(2-aminophenoxy)-1,8-naphthalenedicarboxylic anhydride NC1=C(OC2=C3C4=C(C=CC=C4C=C2)C(=O)OC3=O)C=CC=C1